Cl.N=1C=NN2C1C=C(C=C2)CC2=C(C=C(C=C2)C=2N=C(C1=C(N2)C=CC(=N1)N1CC2CCC(C1)N2)N)C (4-([1,2,4]triazolo[1,5-a]pyridin-7-ylmethyl)-3-methylphenyl)-6-(3,8-diazabicyclo[3.2.1]octan-3-yl)pyrido[3,2-d]pyrimidin-4-amine hydrochloride